FC1=CC(=CC=C1)[N+](=O)[O-] 1-Fluoro-3-nitro-benzene